O1C(=CC=C1)NC=1OC=CC1 difuranyl-amine